phenanthryl sulfide C1(=CC=CC=2C3=CC=CC=C3C=CC12)SC1=CC=CC=2C3=CC=CC=C3C=CC12